N-methyl-2-{[3-oxo-8-(pyridin-2-yl)-1H,2H,3H-benzo[e]isoindol-2-yl]methyl}prop-2-enamide CNC(C(=C)CN1C(C=2C=CC3=C(C2C1)C=C(C=C3)C3=NC=CC=C3)=O)=O